COC1=CC=C(C=C1)CC(CC(=O)O)C 4-(4-methoxyphenyl)-3-methylbutanoic acid